3-amino-2,2-dimethylpropylamine NCC(CN)(C)C